1-(6-methoxy-1-methyl-1H-indol-3-yl)ethan-1-one-O-methyloxime CON=C(C)C1=CN(C2=CC(=CC=C12)OC)C